(S)-(5-cyclopropyl-1,3,4-oxadiazol-2-yl)(4-(4-fluoropyrazolo[1,5-a]pyridin-2-yl)-6,7-dihydro-1H-imidazo[4,5-c]pyridin-5(4H)-yl)methanone C1(CC1)C1=NN=C(O1)C(=O)N1[C@@H](C2=C(CC1)NC=N2)C2=NN1C(C(=CC=C1)F)=C2